1-(t-butoxycarbonyl)-4-(L-alanyloxy)piperidine C(C)(C)(C)OC(=O)N1CCC(CC1)OC([C@@H](N)C)=O